C(N)(=N)N1CCC(=CC1)C1=C(C=C(C(=O)NC2=CC(=C(C=C2)C=2CCN(CC2)C(N)=N)C)C=C1)C 4-(1-carbamimidoyl-1,2,3,6-tetrahydropyridin-4-yl)-N-(4-(1-carbamimidoyl-1,2,3,6-tetrahydropyridin-4-yl)-3-methylphenyl)-3-methylbenzamide